C(C)[C@H]1N(C2=CC=C(C=C2CC1)CC)S(=O)(=O)C1=CC(=C(OC2CS(CC2)(=O)=O)C=C1)CO 3-(4-(((R)-2,6-diethyl-3,4-dihydroquinolin-1(2H)-yl)sulfonyl)-2-(hydroxymethyl)phenoxy)tetrahydrothiophene 1,1-dioxide